C(C)(C)(C)OC(N(C)C1C(CN(CC1)C1=CC=CC=2N(C(N(C21)C)=O)C2C(N(C(CC2)=O)CC2=CC=C(C=C2)OC)=O)F)=O N-[3-fluoro-1-[1-[1-[(4-methoxyphenyl)methyl]-2,6-dioxo-3-piperidinyl]-3-methyl-2-oxo-benzimidazol-4-yl]-4-piperidinyl]-N-methyl-carbamic acid tert-butyl ester